Methyl ((S)-3-(benzyloxy)-2-hydroxypropyl)-L-prolinate C(C1=CC=CC=C1)OC[C@H](CN1[C@@H](CCC1)C(=O)OC)O